N1=C(C=NC=C1)[C@H]1N(OCC1)C(=O)C1CCN(CC1)C(=O)OC(C)(C)C Tert-butyl 4-[(3S)-3-pyrazin-2-ylisoxazolidine-2-carbonyl]piperidine-1-carboxylate